C1(CC1)C1=CC(=NO1)C(N1C[C@@H](N(C[C@H]1CC)C=1C2=C(N(C(N1)=O)C)C=CC(=N2)C#N)C)C2=CC=C(C=C2)OC(F)(F)F 4-((2S,5R)-4-((5-cyclopropylisoxazol-3-yl)(4-(trifluoromethoxy)phenyl)methyl)-5-ethyl-2-methylpiperazin-1-yl)-1-methyl-2-oxo-1,2-dihydropyrido[3,2-d]pyrimidine-6-carbonitrile